FC1=CC=C(C=C1)C=1C=C2C(=NC=NC2=C(C1)O)NCC=1N=NC(=CC1)C 6-(4-fluorophenyl)-4-(((6-methylpyridazin-3-yl)methyl)amino)quinazolin-8-ol